ClC1=CC=C(C=C1)C1=C(C(N(CC12C=CC(C=C2)=O)CC)=O)S(=O)(=O)C2=CC=CC=C2 5-(4-Chlorophenyl)-2-ethyl-4-(phenylsulfonyl)-2-azaspiro[5.5]undeca-4,7,10-triene-3,9-dione